2-(1-(4-((2,6-dioxopiperidin-3-yl)amino)-2-fluorophenyl)-4-methoxypiperidin-4-yl)acetic acid O=C1NC(CCC1NC1=CC(=C(C=C1)N1CCC(CC1)(OC)CC(=O)O)F)=O